N[C@H](CC(=O)OC(C)(C)C)C(=O)NC=1N=NC(=C(C1)C1CC1)C1=C(C=C(C=C1)C#C)OCOCC tert-butyl (R)-3-amino-4-((5-cyclopropyl-6-(2-(ethoxymethoxy)-4-ethynylphenyl)pyridazin-3-yl)amino)-4-oxobutanoate